rac-(2-(4-aminopyridin-2-yl)-1-methoxypropan-2-yl)carbamic acid tert-butyl ester C(C)(C)(C)OC(N[C@](COC)(C)C1=NC=CC(=C1)N)=O |r|